2-(((7-(1-(4-Chlorobenzyl)piperidin-3-yl)-2-methylpyrazolo[1,5-a]pyrimidin-3-yl)methyl)amino)ethan-1-ol ClC1=CC=C(CN2CC(CCC2)C2=CC=NC=3N2N=C(C3CNCCO)C)C=C1